NC=1C=2N(C(=CN1)C1=CCC(CC1)NC)C(=NC2C2=C(C=C(C=C2)NC(=O)NC=2C=NC=CC2)F)C(C)C 1-(4-(8-amino-3-isopropyl-5-(4-(methylamino)cyclohex-1-en-1-yl)imidazo[1,5-a]pyrazin-1-yl)-3-fluorophenyl)-3-(pyridin-3-yl)urea